C(C)OC(=O)C1CCN(CC1)C1=NC=C(N=C1)C=O 1-(5-Formylpyrazin-2-yl)piperidine-4-carboxylic acid ethyl ester